NC=1SC=C(N1)[C@@H]1N(CCC1)C1=C(C=C(C=C1)NC(OC(C)(C)C)=O)F tert-butyl (R)-(4-(2-(2-aminothiazol-4-yl)pyrrolidin-1-yl)-3-fluorophenyl)carbamate